CS(=O)(C)=NC1=CC=CC(=N1)N1C2=NC(=NC=C2[C@]2(COC(C[C@@H]12)(C)C)C)N (1R,9R)-8-[6-[[dimethyl-(oxo)-sulfanylidene]amino]-2-pyridyl]-1,11,11-trimethyl-12-oxa-4,6,8-triazatricyclo[7.4.0.02,7]trideca-2,4,6-trien-5-amine